ClC1=C(C=CC=C1)C=1N=C(SC1)C=1C(=NC=C(C1)C)C(=O)N [4-(2-chlorophenyl)thiazol-2-yl]-5-methyl-pyridine-2-carboxamide